4-([1,1'-biphenyl]-2-yl)-2-phenyl-6-(4-(4,4,5,5-tetramethyl-1,3,2-dioxaborolan-2-yl)naphthalen-1-yl)pyrimidine C1(=C(C=CC=C1)C1=NC(=NC(=C1)C1=CC=C(C2=CC=CC=C12)B1OC(C(O1)(C)C)(C)C)C1=CC=CC=C1)C1=CC=CC=C1